2-bromo-1-(cyclohexylidenemethyl)-3-methyl-benzene BrC1=C(C=CC=C1C)C=C1CCCCC1